4-Amino-5-chloro-N-((1-(4-chlorophenyl)cyclohexyl)methyl)-2-methoxybenzamid NC1=CC(=C(C(=O)NCC2(CCCCC2)C2=CC=C(C=C2)Cl)C=C1Cl)OC